Para-azidoethylphenol N(=[N+]=[N-])CCC1=CC=C(C=C1)O